C1(CCCCC1)C(COCC)(COC)CCC(C(C)C)C(C)C 2-cyclohexyl-2-(3-isopropyl-4-methylpentyl)-1-ethoxy-3-methoxypropane